C(C=C)OC1=C(C(=C(C=C1F)Cl)Cl)/C=C/C(=O)OCC ethyl (E)-3-(2-(allyloxy)-5,6-dichloro-3-fluorophenyl)acrylate